(1-ethoxycycloprop-oxy)trimethylsilane C(C)OC1(CC1)O[Si](C)(C)C